tert-butyl (3r,5s)-4-(2-((5-(2,6-dioxopiperidin-3-yl) pyridin-2-yl) amino)-2-oxoethyl)-3,5-dimethylpiperazine-1-carboxylate O=C1NC(CCC1C=1C=CC(=NC1)NC(CN1[C@@H](CN(C[C@@H]1C)C(=O)OC(C)(C)C)C)=O)=O